((6-(difluoromethoxy)-2-(2-methyl-[1,1'-biphenyl]-3-yl)benzo[d]oxazol-5-yl)methyl)-L-serine FC(OC1=CC2=C(N=C(O2)C=2C(=C(C=CC2)C2=CC=CC=C2)C)C=C1CN[C@@H](CO)C(=O)O)F